5-((3,5-difluorophenylmethoxy)methyl)-3-(2-(pyridin-2-yl)vinyl)-1H-indazole FC=1C=C(C=C(C1)F)COCC=1C=C2C(=NNC2=CC1)C=CC1=NC=CC=C1